ClC1=NC2=CC=CC(=C2C(=C1)Cl)OC(F)(F)F 2,4-dichloro-5-(trifluoromethoxy)quinoline